N-(2-aminoethyl)-7-chloro-N-(cyclopropylmethyl)-1H-indole-2-carboxamide NCCN(C(=O)C=1NC2=C(C=CC=C2C1)Cl)CC1CC1